tertbutyl ((R)-3-methoxy-1-oxo-1-(((R)-4-phenyl-1-(4,4,5,5-tetramethyl-1,3,2-dioxaborolan-2-yl) butyl)amino)propan-2-yl)carbamate COC[C@H](C(N[C@@H](CCCC1=CC=CC=C1)B1OC(C(O1)(C)C)(C)C)=O)NC(OC(C)(C)C)=O